difluorophenyl-2-[dimethoxy-(4-methoxyphenyl)methyl]dibenzothiophenium FC1=C(C(=C(C2=C1[SH+]C1=C2C=CC=C1)C1=CC=CC=C1)C(C1=CC=C(C=C1)OC)(OC)OC)F